C1(=CC=CC=C1)N(C(=O)N1[C@@H]([C@H]2CC[C@@H](C1)N2C2=NC=CC=N2)C(=O)O)C2=CC=CC=C2 (1R,2S,5S)-3-(diphenylcarbamoyl)-8-(pyrimidine-2-yl)-3,8-diazabicyclo[3.2.1]octane-2-carboxylic acid